ClC=1C=NC2=CC(=CC=C2C1C(=O)C1=CC=C(C=C1)F)OC (3-chloro-7-methoxyquinolin-4-yl)-(4-fluorophenyl)methanone